CC1(CN(C=2N=C(N=C(C21)NC)CO)C2=CC=C(C=C2)OC2=CC=CC=C2)C (5,5-dimethyl-4-(methylamino)-7-(4-phenoxyphenyl)-6,7-dihydro-5H-pyrrolo[2,3-d]pyrimidin-2-yl)methanol